P(OCC)(OCC)(OC1=NC(=NC(=C1)C)C(C)C)=S O,O-diethyl O-[6-methyl-2-(1-methylethyl)-4-pyrimidinyl] phosphorothioate